8-methyl-6-(1-oxothiacyclohexan-4-yl)pyrido[2,3-d]Pyrimidin-7-one CN1C(C(=CC2=C1N=CN=C2)C2CCS(CC2)=O)=O